CC1OC(CN(C1)C1=C(C=C(C=C1)NC=1C=CC2=C(OCC(N2C)=O)C1)C)C 7-((4-(2,6-dimethylmorpholino)-3-methylphenyl)amino)-4-methyl-2H-benzo[b][1,4]oxazin-3(4H)-one